N=1N(C=C2C=CC=CC12)C1CCN(CC1)C(=O)C1=CC=C(C=C1)[C@@]1(C(NC(N1)=O)=O)C(C)C (R)-5-[4-(4-indazol-2-ylpiperidine-1-carbonyl)phenyl]-5-isopropylimidazolidine-2,4-dione